(Z)-1-(3-((4,4-bis(octyloxy) butyryl) oxy)-2-(hydroxymethyl) propyl) 13-(non-2-en-1-yl) tridecanedioate C(CCCCCCCCCCCC(=O)OCC=CCCCCCC)(=O)OCC(COC(CCC(OCCCCCCCC)OCCCCCCCC)=O)CO